tert-butyl (2R,6S)-4-[4-fluoro-5-([8-fluoro-2-methylimidazo[1,2-a]pyridin-6-yl]carbamoyl) thiophen-2-yl]-2,6-dimethyl-5,6-dihydro-2H-pyridine-1-carboxylate FC=1C=C(SC1C(NC=1C=C(C=2N(C1)C=C(N2)C)F)=O)C2=C[C@H](N([C@H](C2)C)C(=O)OC(C)(C)C)C